4-carboxy-1H-pyrazolo[3,4-b]pyridin-7-ium-7-olate C(=O)(O)C1=C2C(=[N+](C=C1)[O-])NN=C2